1-N-tert-butyloxycarbonyl-7-(4-bromobutoxy)-quinolin-2-one C(C)(C)(C)OC(=O)N1C(C=CC2=CC=C(C=C12)OCCCCBr)=O